CN(C=1C2=C(N=CN1)N(C=C2)S(=O)(=O)C2=CC=C(C)C=C2)C2CCC1(CNC1)CC2 N-methyl-N-(2-azaspiro[3.5]nonan-7-yl)-7-tosyl-7H-pyrrolo[2,3-d]pyrimidin-4-amine